C(#N)C1=CC=C(CN2N=CC3=C2C(N(CC3)CC3(CC3)S(=O)(=O)C3CC3)=O)C=C1 N-(4-Cyanobenzyl)-6-((1-(cyclopropylsulfonyl)cyclopropyl)methyl)-7-oxo-4,5,6,7-tetrahydro-1H-pyrazolo[3,4-c]pyridine